CC1=NC=CC=C1NC(=O)[C@@H]1CC12CCN(CC2)C(=O)OC(C(F)(F)F)C(F)(F)F |o1:10| 1,1,1,3,3,3-hexafluoro-propan-2-yl (R or S)-1-((2-methylpyridin-3-yl)carbamoyl)-6-azaspiro[2.5]octane-6-carboxylate